2-(3,4-dihydroxybenzyl-carbamoyl)-8-hydroxyquinoline-7-carboxylic acid OC=1C=C(CNC(=O)C2=NC3=C(C(=CC=C3C=C2)C(=O)O)O)C=CC1O